C(#N)C1=C(OCC=2C=C(OC3=CC(=C(C=C3)N3C(NC4=C(SC=5N=CC=C3C54)C(=O)NC5CCCCC5)=O)C)C=CC2)C=CC=C1 5-(4-(3-((2-Cyanophenoxy)methyl)phenoxy)-2-methylphenyl)-N-cyclohexyl-4-oxo-4,5-dihydro-3H-1-thia-3,5,8-triazaacenaphthylene-2-carboxamide